2-cyanobenzothiazole C(#N)C=1SC2=C(N1)C=CC=C2